2-(4-(4-((4H-1,2,4-triazol-3-yl)methoxy)-3-fluoro-5-methoxyphenyl)-3,6-dimethyl-2-oxo-2,3-dihydro-1H-benzo[d]imidazol-1-yl)-N-(4-fluorophenyl)acetamide hydrochloride Cl.N=1N=C(NC1)COC1=C(C=C(C=C1OC)C1=CC(=CC=2N(C(N(C21)C)=O)CC(=O)NC2=CC=C(C=C2)F)C)F